6,7-dihydro-5H-pyrrolo[3,4-d]pyrimidine-2-carboxamide N1=C(N=CC2=C1CNC2)C(=O)N